3-(6,8-dihydro-5H-imidazo[2,1-c][1,4]oxazine-2-yl)-N-methyl-4-((5-(trifluoromethyl)pyridin-2-yl)amino)benzenesulfonamide N=1C(=CN2C1COCC2)C=2C=C(C=CC2NC2=NC=C(C=C2)C(F)(F)F)S(=O)(=O)NC